ClC1=CC=C(C=C1)S(=O)(=O)\N=C(/NC[C@@H](C)NS(N)(=O)=O)\N1N=C([C@@H](C1)C1=CC=CC=C1)C1=CC=C(C=C1)F (R,E)-N'-((4-chlorophenyl)sulfonyl)-3-(4-fluorophenyl)-4-phenyl-N-((R)-2-(sulfamoylamino)propyl)-4,5-dihydro-1H-pyrazole-1-carboximidamide